2-phenyl-1H-benzimidazole-5-sulphonic acid C1(=CC=CC=C1)C1=NC2=C(N1)C=CC(=C2)S(=O)(=O)O